caproic acid heptadec-9-yl ester CCCCCCCCC(CCCCCCCC)OC(CCCCC)=O